N-Boc-3-(2-hydroxyethyl)piperidine C(=O)(OC(C)(C)C)N1CC(CCC1)CCO